1-Bromo-2-iodobenzol BrC1=C(C=CC=C1)I